FC=1C(=C(NC2=C(NC3=C2C(NCC3)=O)C3=C(C=NC=C3)OCC3(OCC3)C)C=CC1)C 3-(3-fluoro-2-methylanilino)-2-(3-{[2-methyloxetan-2-yl]methoxy}pyridin-4-yl)-1,5,6,7-tetrahydro-4H-pyrrolo[3,2-c]pyridin-4-one